ethyl-1,9,13-trioxo-8-(phenylsulfonamido)icosahydrocyclopropa[3,4]pyrrolo[1,2-a]pyrrolo[3,4-g][1,4]diazacyclotetradecine-15-carboxylate C(C)OC(=O)C1NC(C2N(C(C(CCCCC3C(C1)C(NC3)=O)NS(=O)(=O)C3=CC=CC=C3)=O)CC3C2C3)=O